1-methyl-8-(4,4,5,5-tetramethyl-1,3,2-dioxaborolan-2-yl)-3H-pyrrolo[2,3-c]isoquinoline CC1=CNC=2N=CC=3C=CC(=CC3C21)B2OC(C(O2)(C)C)(C)C